3,5-dinitro-N-(3,4-dihydroxyphenethyl)benzamide [N+](=O)([O-])C=1C=C(C(=O)NCCC2=CC(=C(C=C2)O)O)C=C(C1)[N+](=O)[O-]